NCC(CC)N 1,2-Diaminobutane